(2R,3R,4R,5R)-2-(2,4-dioxo-3,4-dihydropyrimidin-1(2H)-yl)-4-hydroxy-5-(hydroxymethyl)tetrahydrofuran-3-yl hexadecylcarbamate C(CCCCCCCCCCCCCCC)NC(O[C@H]1[C@@H](O[C@@H]([C@H]1O)CO)N1C(NC(C=C1)=O)=O)=O